N-((2-cyano-5-methyl-1H-indol-7-yl)sulfonyl)-N-methylglycine C(#N)C=1NC2=C(C=C(C=C2C1)C)S(=O)(=O)N(CC(=O)O)C